C(C)(C)(C)OC(=O)C1=CSC=C1 Thiophene-3-carboxylic acid tert-butyl ester